3-(3-(trifluoromethyl)phenyl)cyclopentane-1-carboxylic acid FC(C=1C=C(C=CC1)C1CC(CC1)C(=O)O)(F)F